C(C)(C)(C)OC(C(CCOC(C)(C)C)N1C(C=C(C(=C1)OC)Br)=O)=O 2-(4-bromo-5-methoxy-2-oxopyridin-1(2H)-yl)-4-tert-butoxybutanoic acid tert-butyl ester